B([O-])([O-])[O-].O1C(NC=C1)=O.O1C(NC=C1)=O.[Li+].[Li+].[Li+] lithium bis(oxazolone) borate